[B-](CCOC1CCCCO1)(F)(F)F.[K+] potassium trifluoro(2-((tetrahydro-2H-pyran-2-yl)oxy)ethyl)borate